BrC=1C=C(C(=NC1)C#N)NCC1=CC=C(C=C1)OC 5-bromo-3-((4-methoxybenzyl)amino)picolinonitrile